2-(6-(((1R,3S,5S)-8-azabicyclo[3.2.1]octan-3-yl)oxy)pyridazin-3-yl)-5-(2-methyloxazol-5-yl)phenol [C@H]12CC(C[C@H](CC1)N2)OC2=CC=C(N=N2)C2=C(C=C(C=C2)C2=CN=C(O2)C)O